N-[3-chloro-4-[4-[(2R)-pyrrolidine-2-carbonyl]piperazine-1-carbonyl]phenyl]-1-methyl-5-[1-prop-2-ynyl-3-(trifluoromethyl)pyrazol-4-yl]imidazole-2-carboxamide hydrochloride Cl.ClC=1C=C(C=CC1C(=O)N1CCN(CC1)C(=O)[C@@H]1NCCC1)NC(=O)C=1N(C(=CN1)C=1C(=NN(C1)CC#C)C(F)(F)F)C